(3-(5-(5-(2,3-Dihydro-1H-inden-4-yl)-6-methoxy-1H-pyrazolo[4,3-b]pyridin-3-yl)pyridin-2-yl)azetidin-1-yl)-2-(dimethylamino)ethan-1-one C1CCC2=C(C=CC=C12)C1=C(C=C2C(=N1)C(=NN2)C=2C=CC(=NC2)C2CN(C2)C(CN(C)C)=O)OC